C(C1=CC=CC=C1)N1CCC2(OC3(CC3)C(N(C2)C(C)C)=O)CC1 8-Benzyl-12-isopropyl-4-oxa-8,12-diazadispiro[2.1.5.3]tridecan-13-on